3,6-dimethyl-1,4-dioxane CC1COC(CO1)C